O1[O+](OP(PP1=O)=O)[O-] Trioxatriphosphorinane-2,4,6-Trioxide